ClC1=C2C(=NC(=C1)C#N)C=CN2C(=O)OC(C)(C)C tert-butyl 7-chloro-5-cyano-1H-pyrrolo[3,2-b]pyridine-1-carboxylate